3-methyl-1,1-dioxo-thietan-3-amine CC1(CS(C1)(=O)=O)N